C(CCCCCCCCC)C(COC(CCCCCCC\C=C/CCCCCC)=O)CCCCCCCCCCCCCC (Z)-9-hexadecenoic acid 2-decyl-1-hexadecyl ester